(1R,3S)-3-(5-{5-[(2-formyl-3-hydroxyphenyl)carbamoyl]-2-methylpyrazole-3-amido}-2H-pyrazol-3-yl)cyclopentyl N-isopropylcarbamate C(C)(C)NC(O[C@H]1C[C@H](CC1)C=1NN=C(C1)NC(=O)C=1N(N=C(C1)C(NC1=C(C(=CC=C1)O)C=O)=O)C)=O